cyclohexylamino-benzophenone C1(CCCCC1)NC1=C(C(=O)C2=CC=CC=C2)C=CC=C1